N-[[4-(hydroxymethyl)-3-methyl-7-[4-(trifluoromethoxy)phenyl]benzimidazol-5-yl]methyl]prop-2-enamide OCC1=C(C=C(C=2N=CN(C21)C)C2=CC=C(C=C2)OC(F)(F)F)CNC(C=C)=O